3-methyl-7,8,9,10-tetrahydropyrido[3,4-d][1,2,4]triazolo[4,3-b]pyridazine CC1=NN=C2N1N=CC1=C2CNCC1